C1(CCCCC1)C=1OC=2N=C3N(C(C2N1)=O)CCCC3 2-cyclohexyl-5,6,7,8-tetrahydro-10H-oxazolo[5,4-D]pyrido[1,2-a]pyrimidine-10-one